4-(difluoromethoxy)aniline FC(OC1=CC=C(N)C=C1)F